C(CCCCCCC\C=C\CCCCCCCC)OC1=CC=C(CNC2=CC=CC=C2)C=C1 (E)-N-(4-(octadec-9-en-1-yloxy)benzyl)aniline